C12CN(CC(C=C1)N2)C=2C1=C(N=C(N2)OC[C@]23CCCN3C[C@@H](C2)F)C(=C(N=C1)C1=CC(=CC2=CC=CC(=C12)C#C)O)F 4-(4-(3,8-diazabicyclo[3.2.1]oct-6-en-3-yl)-8-fluoro-2-(((2R,7aS)-2-fluorotetrahydro-1H-pyrrolizin-7a(5H)-yl)methoxy)pyrido[4,3-d]pyrimidin-7-yl)-5-ethynylnaphthalen-2-ol